C(C1=CC=CC=C1)N1CCC(CC1)N(C(OC(C)(C)C)=O)CCCC(=O)NNC=1N=NC(=CC1)Cl tert-butyl (1-benzylpiperidin-4-yl)(4-(2-(6-chloropyridazin-3-yl)hydrazinyl)-4-oxobutyl)carbamate